3-[6-[tert-butyl(dimethyl)silyl]oxy-1-oxo-isoindolin-2-yl]-1-methyl-piperidine-2,6-dione [Si](C)(C)(C(C)(C)C)OC1=CC=C2CN(C(C2=C1)=O)C1C(N(C(CC1)=O)C)=O